BrC=1C=C(C=C(C1)Cl)C1=NC(=NC(=N1)C1=CC=CC2=CC=CC=C12)C1=CC=CC2=C1SC1=C2C=CC=C1C1=CC=CC=C1 2-(3-bromo-5-chlorophenyl)-4-(naphthalen-1-yl)-6-(6-phenyldibenzo[b,d]thiophen-4-yl)-1,3,5-triazine